N-(4-hydroxy-3-methoxy-benzyl)-acrylamide OC1=C(C=C(CNC(C=C)=O)C=C1)OC